BrC1=CSC2=C1N=CN=C2Cl 7-bromo-4-chloro-thieno[3,2-d]Pyrimidine